4-(2-ethylhexanoyl)-thieno[3,4-b]thiophene C(C)C(C(=O)C=1SC=C2SC=CC21)CCCC